2-ethoxy-6-(trifluoromethyl)pyridine-3-carboxylic acid C(C)OC1=NC(=CC=C1C(=O)O)C(F)(F)F